C(C1=CC=CC=C1)OC(=O)C=1OC=C(CC1OCC1=CC=CC=C1)C(NCC1=C(C=C(C=C1F)F)F)=O benzyl-3-(benzyloxy)-5-((2,4,6-trifluorobenzyl) carbamoyl)-4H-pyran-2-carboxylate